COC1=CC=C(C=C1)[C@H](OC1=CC=C2C(CCOC2=C1)=O)C1=CC=NC=C1 (S)-7-((4-Methoxyphenyl)(pyridin-4-yl)methoxy)chroman-4-one